ClNS(=O)(=O)C=1SC=CC1 N-chlorothiophenesulfonamide